NC1=C(C=C(N=N1)C1=C(C=CC=C1)O)N1CC2CCC(C1)N2C2=CC(=NC=C2)C#CCN2C1COC(C2)C1 2-[6-amino-5-[8-[2-[3-(2-oxa-5-azabicyclo[2.2.1]heptan-5-yl)prop-1-ynyl]-4-pyridinyl]-3,8-diazabicyclo[3.2.1]oct-3-yl]pyridazin-3-yl]phenol